(6aR,10aR)-7-propyl-6,6a,7,8,9,10,10a,11-octahydro-[1,3]dioxolo[4',5':5,6]benzo-[1,2-g]quinoline C(CC)N1CCC[C@@H]2CC3=C(C[C@@H]12)C=CC1=C3OCO1